isobutyl 4'-methyl-2-biphenylcarboxylate CC1=CC=C(C=C1)C=1C(=CC=CC1)C(=O)OCC(C)C